N-(4-methoxyphenyl)-2-(N-(3-(pyrrol-1-yl)propyl)benzenesulfonamido)acetamide COC1=CC=C(C=C1)NC(CN(S(=O)(=O)C1=CC=CC=C1)CCCN1C=CC=C1)=O